CN1[C@@H](CCC1)COC=1N=CC2=C(N1)N=C(C=C2)C2=CC1=CC=CC=C1C=C2 2-(((S)-1-methylpyrrolidin-2-yl)methoxy)-7-(naphthalen-2-yl)pyrido[2,3-d]pyrimidine